BrC1=C(C=CC=C1)CN1C=NNC1=O 4-[(2-bromophenyl)methyl]-1H-1,2,4-triazol-5-one